benzyl (2S,5R)-5-((2-((1-ethyl-1H-pyrazol-4-yl)amino)-7-((2-(trimethylsilyl)ethoxy)methyl)-7H-pyrrolo[2,3-d]pyrimidin-4-yl)(methyl)amino)-2-methylpiperidine-1-carboxylate C(C)N1N=CC(=C1)NC=1N=C(C2=C(N1)N(C=C2)COCC[Si](C)(C)C)N([C@@H]2CC[C@@H](N(C2)C(=O)OCC2=CC=CC=C2)C)C